BrC1=CC2=C(N(C=N2)CC#C[C@H]2NCCC[C@@H]2O)C=C1Br (2R,3S)-2-(3-(5,6-dibromo-1H-benzo[d]imidazol-1-yl)prop-1-ynyl)piperidin-3-ol